CSC1=CC=CN=N1 6-(methylsulfanyl)pyridazin